N1C=C(C2=CC=CC=C12)CC(C)N[C@H](C)C1=CC=CC=C1 1-(1H-indol-3-yl)-N-((R)-1-phenylethyl)-propan-2-amine